C(C)(=O)C=1C(=CC(=NC1)Cl)NC=1N=CC=2CCC3=C(C2C1F)NC1=C3C(NCC1C)=O 2-((5-acetyl-2-chloropyridin-4-yl)amino)-1-fluoro-10-methyl-5,6,8,9,10,11-hexahydro-7H-pyrido[3',4':4,5]pyrrolo[2,3-f]isoquinolin-7-one